biphenyl-2,2'-disulfonic acid, disodium salt [Na+].[Na+].C=1(C(=CC=CC1)S(=O)(=O)[O-])C=1C(=CC=CC1)S(=O)(=O)[O-]